(E)-2-(8-methyl-6-(2-(3-methylbenzylidene)hydrazinyl)-2-morpholino-9H-purin-9-yl)-1-(pyridin-2-yl)ethan-1-one CC=1N(C2=NC(=NC(=C2N1)N/N=C/C1=CC(=CC=C1)C)N1CCOCC1)CC(=O)C1=NC=CC=C1